[Cl-].C(C)(C)[N+]1=CC=CC=C1 i-propylpyridinium chloride